N-(benzyloxycarbonyl)-O-tert-butyltyrosine C(C1=CC=CC=C1)OC(=O)N[C@@H](CC1=CC=C(C=C1)OC(C)(C)C)C(=O)O